ClC1=CC(=C(N=N1)OC1=CC(=CC=C1)C(F)(F)F)C1=NOC[C@H](N1)CC1=C(C=C(C=C1)C)C |r| racemic-3-[6-chloro-3-[3-(trifluoromethyl)phenoxy]pyridazin-4-yl]-5-[(2,4-dimethylphenyl)methyl]-5,6-dihydro-4H-1,2,4-oxadiazine